4-(but-3-yn-1-yloxy)butan-1-amine C(CC#C)OCCCCN